(4-Bromo-2,3-dihydro-1H-pyrrolo[2,3-c]pyridin-1-yl)(3-methoxyphenyl)methanone BrC1=C2C(=CN=C1)N(CC2)C(=O)C2=CC(=CC=C2)OC